Cl.CC=1C=C2N(N1)[C@]1(CN[C@@H](C1)C(=O)N)C(N2)=O (3R,5'S)-6-methyl-2-oxo-1,2-dihydrospiro[imidazo[1,2-b]pyrazole-3,3'-pyrrolidine]-5'-carboxamide hydrochloride